OCCCCCCCCCCCCCC(=O)O[C@@H]1[C@H](C(O)O[C@@H]([C@H]1O)CO)NC(C)=O 3-O-(R-hydroxytetradecanoyl)-N-acetylglucosamine